O=C1NC[C@H]2[C@@H]1CN(CC2)C(=O)OC(C)(C)C cis-tert-butyl 3-oxo-2,3a,4,6,7,7a-hexahydro-1H-pyrrolo[3,4-c]pyridine-5-carboxylate